6-(5-(1-(2-(dimethylamino)-2-oxoethyl)piperidin-4-yl)-3-isopropyl-1H-indol-2-yl)-8-methoxy-N,N-dimethylimidazo[1,2-a]pyridine-2-carboxamide CN(C(CN1CCC(CC1)C=1C=C2C(=C(NC2=CC1)C=1C=C(C=2N(C1)C=C(N2)C(=O)N(C)C)OC)C(C)C)=O)C